cyclopropoxypyridine C1(CC1)OC1=NC=CC=C1